3-amino-N,N,N-trimethylbenzyl-ammonium sulfate S(=O)(=O)([O-])[O-].NC=1C=C(C[N+](C)(C)C)C=CC1.NC=1C=C(C[N+](C)(C)C)C=CC1